4-cyclopropyl-1-(4-cyclopropyl-5-(isopropylsulfanyl)thiazol-2-yl)-3-methyl-1H-pyrazole-5-carboxylic acid C1(CC1)C=1C(=NN(C1C(=O)O)C=1SC(=C(N1)C1CC1)SC(C)C)C